C(=O)OCCC(C)C formic acid, 3-methylbutyl ester